rel-(1R,2S,5S)-6-benzyl-N-tert-butyl-3-oxa-6-azabicyclo[3.1.1]heptane-2-carboxamide C(C1=CC=CC=C1)N1[C@@H]2CO[C@@H]([C@H]1C2)C(=O)NC(C)(C)C |o1:8,11,12|